[N+](=O)([O-])C1=C2C(N(C(C2=CC=C1)=O)CCCCCCCCCCCCl)=O 11-(4-nitro-1,3-dioxoisoindol-2-yl)undecyl chloride